C(CC(CCCCCCCC)C1=CC=C(O1)C)(C1=CC=C(O1)C)C1=CC=C(O1)C 5,5',5''-(undecane-1,1,3-triyl)tris(2-methylfuran)